1-(2-pyrrolidin-1-ylethyl)pyridine N1(CCCC1)CCN1CC=CC=C1